Tert-butyl 3-[7-bromo-8-fluoro-6-iodo-2-[[(2S)-1-methylpyrrolidin-2-yl] methoxy]quinazolin-4-yl]-3,8-diazabicyclo[3.2.1]octane-8-carboxylate BrC1=C(C=C2C(=NC(=NC2=C1F)OC[C@H]1N(CCC1)C)N1CC2CCC(C1)N2C(=O)OC(C)(C)C)I